3-[3-chloro-6-(1,3,4-thiadiazol-2-yl)-1H-indol-2-yl]-1-isopropyl-pyrazolo[3,4-d]pyrimidin-4-amine ClC1=C(NC2=CC(=CC=C12)C=1SC=NN1)C1=NN(C2=NC=NC(=C21)N)C(C)C